(S)-1-((6-cyano-5-(trifluoromethyl)pyridin-3-yl)amino)-3-(4-cyanophenoxy)-2-methyl-1-oxopropane-2-yl acetate C(C)(=O)O[C@](C(=O)NC=1C=NC(=C(C1)C(F)(F)F)C#N)(COC1=CC=C(C=C1)C#N)C